C(C)(C)(C)OC(N(CC1=CC=C(C=C1)C(F)(F)F)C1=C(C=C(C=C1)N)Br)=O (4-amino-2-bromophenyl)(4-(trifluoromethyl)benzyl)carbamic acid tert-butyl ester